C(C)(C)(C)OC(=O)N1CCN(CC1)CC1CCN(CC1)C1=CC=CC=2N(C(N(C21)C)=O)C2C(N(C(CC2)=O)CC2=CC=C(C=C2)OC)=O 4-[[1-[1-[1-[(4-methoxyphenyl)methyl]-2,6-dioxo-3-piperidinyl]-3-methyl-2-oxo-benzimidazol-4-yl]-4-piperidinyl]methyl]piperazine-1-carboxylic acid tert-butyl ester